1,2,4-trifluoro-benzenesulfonic acid FC1(C(C=C(C=C1)F)F)S(=O)(=O)O